C(C)(C)(C)C1=NC(=NC=N1)NCC1=C(N=NN1C)C1=CC=C(C(=N1)C)O[C@@H]1C[C@H](CCC1)C(=O)O (1S,3S)-3-((6-(5-(((4-(tert-butyl)-1,3,5-triazin-2-yl)amino)methyl)-1-methyl-1H-1,2,3-triazol-4-yl)-2-methylpyridin-3-yl)oxy)cyclohexanecarboxylic acid